OC(CNC(=O)C1=NC(=CC(=C1)C1=C(C=CC(=C1)NC(=O)N1C[C@@H](CC1)CC(F)(F)F)C)N1CCOCC1)(C)C N-(2-hydroxy-2-methyl-propyl)-4-[2-methyl-5-[(3S)-3-(2,2,2-trifluoroethyl)pyrrolidine-1-carbonylamino]phenyl]-6-(morpholin-4-yl)pyridine-2-carboxamide